FC=1C=C(C=NC1)C1=CC2=C(N=CN(C2=O)[C@H](CO)C)C(=N1)C=1C=NC=C(C1)F (S)-6,8-bis(5-fluoropyridin-3-yl)-3-(1-hydroxypropan-2-yl)pyrido[3,4-d]pyrimidin-4(3H)-one